1-ethyl-3-(methyl-{4-[2-(morpholin-4-yl)-8-(1H-pyrazol-5-yl)-1,7-naphthyridin-4-yl]phenyl}oxido-λ6-sulfanylidene)urea C(C)NC(=O)N=S(=O)(C1=CC=C(C=C1)C1=CC(=NC2=C(N=CC=C12)C1=CC=NN1)N1CCOCC1)C